(4-(4-oxo-3-phenyl-3,4-dihydro-phthalazin-1-yl)benzyl)sulphonamide hydrochloride Cl.O=C1N(N=C(C2=CC=CC=C12)C1=CC=C(CS(=O)(=O)N)C=C1)C1=CC=CC=C1